2-(2,2'-bipyridin-5-yl)phenylboronic acid N1=C(C=CC(=C1)C1=C(C=CC=C1)B(O)O)C1=NC=CC=C1